3'-methyl-4-pentyl-3-(thiophen-3-yl)-[1,1'-biphenyl]-2,6-diol CC=1C=C(C=CC1)C=1C(=C(C(=CC1O)CCCCC)C1=CSC=C1)O